2-((benzyloxy)methyl)-6-hydroxy-2H-pyran-3(6H)-one C(C1=CC=CC=C1)OCC1OC(C=CC1=O)O